ClC1=C(C(N(C(N1CC#C)=O)CC)=O)NC(CCC1=CC=C(C=C1)C)=O N-(6-chloro-3-ethyl-2,4-dioxo-1-(prop-2-yn-1-yl)-1,2,3,4-tetrahydropyrimidin-5-yl)-3-(p-tolyl)propanamide